C(C)(C)(C)OC(=O)N1CC(C(=CC1)C1=CC2=C(N(C(N2C)=O)C=2C(=NC(=CC2)OCC2=CC=CC=C2)OCC2=CC=CC=C2)C=C1)(F)F 4-[1-(2,6-dibenzyloxy-3-pyridinyl)-3-methyl-2-oxo-benzimidazol-5-yl]-3,3-difluoro-2,6-dihydropyridine-1-carboxylic acid tert-butyl ester